1-(2-pyridinylsulfonyl)-1H-benzotriazole N1=C(C=CC=C1)S(=O)(=O)N1N=NC2=C1C=CC=C2